C(C)NCC=1C=CC(=C(C#N)C1)N1C=NC(=C1)C1=NC(=NC=C1C(F)(F)F)NC1N(CCCC1)S(=O)(=O)C 5-((Ethylamino)methyl)-2-(4-(2-((1-(methylsulfonyl)piperidin-yl)amino)-5-(trifluoromethyl)pyrimidin-4-yl)-1H-imidazol-1-yl)benzonitrile